(+/-)-6-benzyl-1-(3-carboxypropyl)indane C(C1=CC=CC=C1)C1=CC=C2CC[C@H](C2=C1)CCCC(=O)O |r|